C(C)OC(=O)C1=NN(C(=C1CC)Br)CC=1C(=NN(C1)C)I 5-bromo-4-ethyl-1-((3-iodo-1-methyl-1H-pyrazol-4-yl)methyl)-1H-pyrazole-3-carboxylic acid ethyl ester